bicyclo[4.1.0]heptan-3-amine C12CC(CCC2C1)N